C1(CC1)N([C@@H]1CC[C@H](CC1)N1C2=C(N(C(C1)=O)C)C=CC(=N2)C#N)C2=C(C=CC=C2)O 4-(trans-4-(Cyclopropyl(2-hydroxyphenyl)amino)cyclohexyl)-1-methyl-2-oxo-1,2,3,4-tetrahydropyrido[3,2-b]pyrazine-6-carbonitrile